BrC1=C(C(=CC(=C1)C(C(F)(F)F)(C(C(F)(F)F)(F)F)F)OC(F)(F)F)NC(C1=C(C(=CC=C1)NO)F)=O N-(2-bromo-4-(perfluorobutan-2-yl)-6-(trifluoromethoxy)phenyl)-2-fluoro-3-(hydroxyamino)benzamide